FC(C(=O)O)(F)F.NCCC1=CC=C(C=C1)NC(=O)C1=C(C=C(C(=C1)OC)OC)NC(=O)C=1OC2=C(C=C(C=C2C(C1)=O)C)C N-(2-((4-(2-aminoethyl)phenyl)carbamoyl)-4,5-dimethoxyphenyl)-6,8-dimethyl-4-oxo-4H-chromen-2-carboxamide trifluoroacetate salt